2-[4,6-bis(trifluoromethyl)-1,3,5-triazin-2-yl]-6-chloro-1-(oxetan-2-ylmethyl)-1,3,4,9-tetrahydropyrido[3,4-b]indole FC(C1=NC(=NC(=N1)C(F)(F)F)N1C(C=2NC3=CC=C(C=C3C2CC1)Cl)CC1OCC1)(F)F